(2R,4S)-4-[3-(4-bromo-3-methyl-phenoxy)propyl]-2-methyl-piperidine BrC1=C(C=C(OCCC[C@@H]2C[C@H](NCC2)C)C=C1)C